α-D-glucosamine pentaisobutyrate C(C(C)C)(=O)O.C(C(C)C)(=O)O.C(C(C)C)(=O)O.C(C(C)C)(=O)O.C(C(C)C)(=O)O.O[C@@H]1[C@H](N)[C@@H](O)[C@H](O)[C@H](O1)CO